Cl.S(N)(=O)(=O)NCC1(CC1)C1CCNCC1 4-(1-((sulfamoylamino)methyl)cyclopropyl)piperidine hydrochloride